3-(2-isopropylpyrimidine-5-carboxamido)-4-phenylpyridin C(C)(C)C1=NC=C(C=N1)C(=O)NC=1C=NC=CC1C1=CC=CC=C1